COC1=C(CNC2=CC=C3C(=N2)[C@H](C(OC3=O)(C)C)C)C=CC(=C1)OC |r| racemic-2-((2,4-dimethoxybenzyl)amino)-7,7,8-trimethyl-7,8-dihydro-5H-pyrano[4,3-b]pyridin-5-one